1-[2-cyano-4-(trifluoromethyl)phenyl]-N-[(3S)-1-methylpyrrolidin-3-yl]-4-[6-(1H-pyrrol-2-yl)pyridin-3-yl]piperidine-4-carboxamide C(#N)C1=C(C=CC(=C1)C(F)(F)F)N1CCC(CC1)(C(=O)N[C@@H]1CN(CC1)C)C=1C=NC(=CC1)C=1NC=CC1